C(CCC(=O)OCCOC(C=C)=O)(=O)OCCOC(C=C)=O bis(2-acryloyloxyethyl) succinate